6-(2-chloro-4-((3-(1,1,1-trifluoro-2-hydroxypropan-2-yl)piperazin-1-yl)sulfonyl)phenyl)-3-fluoropicolinonitrile ClC1=C(C=CC(=C1)S(=O)(=O)N1CC(NCC1)C(C(F)(F)F)(C)O)C1=CC=C(C(=N1)C#N)F